ClC1=CC=C(C[C@@H](N)C(=O)O)C=C1 para-chloro-D-phenylalanine